C(C)(C)(C)[Si](Cl)(C1=CC=CC=C1)C1=CC=CC=C1 tert-butyl-(diphenyl)chlorosilane